N-(4-methylphenyl)methylacrylamide CC1=CC=C(C=C1)CNC(C=C)=O